BrC=1C=C2C(=CC=NC2=CC1)C(=O)N1CCC2(CC1)CCN(CC2)C2=CC(=C(C=C2)F)F 6-bromo-4-(9-(3,4-difluorophenyl)-3,9-diazaspiro[5.5]undecane-3-carbonyl)quinoline